FC(C(=N)NO)(F)F 2,2,2-trifluoro-N-hydroxyacetamidine